C1(CCCC1)N1N=CC(=C1)C(=O)N 1-cyclopentylpyrazole-4-carboxamide